2-(azetidin-3-yl)-N-(3-chloro-4-methylphenyl)acetamide N1CC(C1)CC(=O)NC1=CC(=C(C=C1)C)Cl